CCCCCCCCCCCCCCCCCCCC normal eicosane